(3E)-6-(decyloxymethoxy)-3-hexenylmagnesium bromide C(CCCCCCCCC)OCOCC/C=C/CC[Mg]Br